(S)-ethyl 4-(4-(2-(2-(2-hydroxyphenyl)-6a,7,9,10-tetrahydro-5H-pyrazino[1',2':4,5]pyrazino[2,3-c]pyridazin-8(6H)-yl)pyrimidin-5-yl)phenyl)cyclohexanecarboxylate OC1=C(C=CC=C1)C=1C=C2C(=NN1)NC[C@@H]1N2CCN(C1)C1=NC=C(C=N1)C1=CC=C(C=C1)C1CCC(CC1)C(=O)OCC